FC(C(=O)N1CC(C1)N1N=C(C=2C1=NC=CC2)\C=C\C2=C(C=CC=C2)F)=C (E)-2-fluoro-1-(3-(3-(2-fluorostyryl)-1H-pyrazolo[3,4-b]pyridin-1-yl)azetidin-1-yl)prop-2-en-1-one